(S)-5-(6-(2-hydroxy-6-methyl-4-(trifluoromethyl)phenyl)-3-methyl-2H-pyrazolo[3,4-b]pyrazin-2-yl)-1-(4-methoxybenzyl)piperidin-2-one OC1=C(C(=CC(=C1)C(F)(F)F)C)C=1C=NC=2C(N1)=NN(C2C)[C@H]2CCC(N(C2)CC2=CC=C(C=C2)OC)=O